C(C)(=O)O[C@@H](CCl)COC1=C(C=C(C=C1Cl)C(C)(C)C1=CC=C(C=C1)OC[C@H](CNS(=O)(=O)C)O)Cl (R)-1-chloro-3-(2,6-dichloro-4-(2-(4-((S)-2-hydroxy-3-(methylsulfonamido)propoxy)phenyl) propan-2-yl)phenoxy)propan-2-yl acetate